(S)-5-((5-(1-(2,2-difluoroethyl)-2-methyl-1H-imidazo[4,5-b]pyridin-6-yl)-4-methoxy-7H-pyrrolo[2,3-d]pyrimidin-2-yl)amino)-1-methylpiperidin-2-one FC(CN1C(=NC2=NC=C(C=C21)C2=CNC=1N=C(N=C(C12)OC)N[C@H]1CCC(N(C1)C)=O)C)F